4-(((4-((diethyl(oxo)-λ6-sulfanylidene)amino)cyclohexyl)methyl)amino)-3-nitrobenzenesulfonamide C(C)S(=O)(CC)=NC1CCC(CC1)CNC1=C(C=C(C=C1)S(=O)(=O)N)[N+](=O)[O-]